FC1=C(C=CC(=C1)[N+](=O)[O-])N1CCC(CC1)OC1CCN(CC1)C(=O)OC(C)(C)C tert-butyl 4-((1-(2-fluoro-4-nitrophenyl)piperidin-4-yl)oxy)piperidine-1-carboxylate